benzyl 2-(2-(1-(2-methoxyethyl)-1H-pyrazol-4-yl)-3-methyl-7-morpholino-3H-imidazo[4,5-b]pyridin-5-yl)hydrazinecarboxylate COCCN1N=CC(=C1)C1=NC=2C(=NC(=CC2N2CCOCC2)NNC(=O)OCC2=CC=CC=C2)N1C